O=C(CC(=O)OC(C)C(=CC(C)C)C)CCC 3,5-dimethylhex-3-en-2-yl 3-oxohexanoate